rac-ethyl 2-bromo-6-(4-(tert-butoxycarbonyl)piperazin-1-yl)-5-oxo-5,7,8,9-tetrahydropyrrolo[1,2-c][1,2,4]triazolo[1,5-a]pyrimidine-9-carboxylate BrC1=NN2C(N3C(=C(C2=O)N2CCN(CC2)C(=O)OC(C)(C)C)CC[C@@H]3C(=O)OCC)=N1 |r|